3-(2,2-diethoxyethoxy)pyrido[2,3-b]pyrazin-6(5H)-one C(C)OC(COC1=CN=C2C(=N1)NC(C=C2)=O)OCC